O1CCC(=CC1)C=1C=CC(=NC1)CN(C(OC(C)(C)C)=O)C tert-butyl ((5-(3,6-dihydro-2H-pyran-4-yl)pyridin-2-yl)methyl)(methyl)carbamate